2-((3,5-difluorobenzyl)thio)-4H-imidazole FC=1C=C(CSC=2N=CCN2)C=C(C1)F